D-phenylalanyl-arginyl-D-tryptophan dipropylamide mesylate S(C)(=O)(=O)O.C(CC)N(C([C@H](NC([C@@H](NC([C@H](N)CC1=CC=CC=C1)=O)CCCNC(N)=N)=O)CC1=CNC2=CC=CC=C12)=O)CCC